(R,S)-2-{4-[6-Amino-5-(p-chlorophenyl)-4-pyrimidinyl]-1H-pyrazol-1-yl}-2-phenylethanol NC1=C(C(=NC=N1)C=1C=NN(C1)[C@@H](CO)C1=CC=CC=C1)C1=CC=C(C=C1)Cl